3-(2-fluorophenyl)thiourea FC1=C(C=CC=C1)NC(N)=S